C(C)OC1=NC=CC=C1C1=CC(=C2C(=N1)C(=NN2C(C)C)C)NCC=2C=NC(=CC2)C 5-(2-ethoxy-3-pyridyl)-1-isopropyl-3-methyl-N-[(6-methyl-3-pyridyl)methyl]pyrazolo[4,3-b]pyridin-7-amine